tert-butyl (RS)-(3-aminohex-4-yn-1-yl)carbamate N[C@H](CCNC(OC(C)(C)C)=O)C#CC |r|